C(N)(=O)C=1C=C(C=CC1)[C@@H](COC)N(CC1=CC(=CC=C1)C(N)=O)CC=1C=C(C(=O)N)C=CC1 3-[[[(1S)-1-(3-carbamoylphenyl)-2-methoxy-ethyl]-[(3-carbamoylphenyl)methyl]amino]methyl]benzamide